OC(C=1C=NC(=NC1)N1C[C@@H](CCC1)NC(OC(C)(C)C)=O)C1=CC=C(C=C1)B1OC(C(O1)(C)C)(C)C tert-butyl ((3R)-1-(5-(hydroxy(4-(4,4,5,5-tetramethyl-1,3,2-dioxaborolan-2-yl)phenyl)methyl)pyrimidin-2-yl)piperidin-3-yl)carbamate